COC1=CC=CC(=C1C1=C(C=CC=C1OC)P(C(C)C)C(C)C)P(C(C)C)C(C)C (-)-(6,6'-dimethoxybiphenyl-2,2'-diyl)bis(diisopropylphosphine)